6-(6-cyclopentyl-1H-pyrrolo[2,3-b]pyridin-3-yl)-4-fluoro-2-methyl-1-(1-methylpiperidin-4-yl)-1H-benzo[d]imidazole C1(CCCC1)C1=CC=C2C(=N1)NC=C2C=2C=C(C1=C(N(C(=N1)C)C1CCN(CC1)C)C2)F